(S)-3-amino-5-methyl-7-(2-(piperidin-1-yl)ethoxy)-2,3-dihydrobenzo[b][1,4]oxazepin-4(5H)-one hydrochloride Cl.N[C@@H]1C(N(C2=C(OC1)C=CC(=C2)OCCN2CCCCC2)C)=O